OC1(CC(C1)C(=O)N1CC2(C1)CCC(CC2)OC2=NC(=C(C=C2)C(F)(F)F)C)C ((1s,3s)-3-Hydroxy-3-methylcyclobutyl)(7-((6-methyl-5-(trifluoromethyl)pyridin-2-yl)oxy)-2-azaspiro[3.5]nonan-2-yl)methanon